5-fluoro-3-methyl-1-(tetrahydro-2H-pyran-2-yl)-4-(tributylstannyl)-1H-pyrazolo[3,4-b]Pyridine FC=1C(=C2C(=NC1)N(N=C2C)C2OCCCC2)[Sn](CCCC)(CCCC)CCCC